C(C1=CC=CC=C1)OC1CC(C1)(C(=O)O)O 11-Trans-3-(benzyloxy)-1-hydroxycyclobutane-1-carboxylic acid